E-5-(2-bromovinyl)-2'-deoxyuridine Br/C=C/C=1C(NC(N([C@H]2C[C@H](O)[C@@H](CO)O2)C1)=O)=O